FC=1C=CC=2N(C1)C(=CN2)C(=O)C2=CC=C(C=C2)N(C(=O)C2(CC2)C(=O)N)C2=CC=C(C=C2)F N-(4-(6-fluoroimidazo[1,2-a]pyridine-3-carbonyl)phenyl)-N-(4-fluorophenyl)cyclopropane-1,1-dicarboxamide